(S)-1-(2-((2-(4-bromo-2,6-difluorophenyl)-5-chloro-1H-benzo[d]imidazol-1-yl)methyl)morpholino)ethan-1-one BrC1=CC(=C(C(=C1)F)C1=NC2=C(N1C[C@@H]1OCCN(C1)C(C)=O)C=CC(=C2)Cl)F